Methyl (((5S)-3-(3,5-difluoro-4-((1R,5S)-3-oxido-3-thia-8-azabicyclo[3.2.1]octan-8-yl)phenyl)-2-oxooxazolidin-5-yl) methyl)carbamate FC=1C=C(C=C(C1N1[C@H]2CS(C[C@@H]1CC2)=O)F)N2C(O[C@H](C2)CNC(OC)=O)=O